CC1(C(C2=CC=C(C=C2C1)C1=CC=C(C=C1)CCC)NC(O[C@@H]1CN2CCC1CC2)=O)C (S)-quinuclidin-3-yl (2,2-dimethyl-5-(4-propylphenyl)-2,3-dihydro-1H-inden-1-yl)carbamat